tin (iv) sulphide [Sn](=S)=S